C(C)(C)N(CCN(CCN(C)C)C)C N-isopropyl-N,N',N'',N''-tetramethyldiethylenetriamine